1-(6-((2-(2,6-dioxopiperidin-3-yl)-1,3-dioxoisoindolin-5-yl)amino)hexyl)-N3-(2-(((S)-2-methylpyrrolidin-1-yl)methyl)-1H-benzo[d]imidazol-5-yl)isophthalamide O=C1NC(CCC1N1C(C2=CC=C(C=C2C1=O)NCCCCCCC1(C(=O)N)CC(C(=O)NC2=CC3=C(NC(=N3)CN3[C@H](CCC3)C)C=C2)=CC=C1)=O)=O